CNC(=O)C=1C(=C2C(=C(C(=C(C2=C(C1C)C)C)C)C)C)C(=O)N(C)C nonamethylnaphthalenedicarboxamide